NC=1C=C(C=CC1N1CCOCC1)NC1=NC=2N(C(=N1)C1=CSC3=C1C=CC=C3)N=CC2 2-(3-amino-4-morpholinylphenylamino)-4-(benzothien-3-yl)pyrazolo[1,5-a][1,3,5]Triazine